(4R,5S)-4-hydroxy-5-((R)-5H-imidazo[5,1-a]isoindol-5-yl)-4,5,6,7-tetrahydropyrazolo[1,5-a]pyridine-3-carbonitrile O[C@H]1C=2N(CC[C@H]1[C@H]1N3C(C4=CC=CC=C14)=CN=C3)N=CC2C#N